1,2-dilinoleyloxyketo-N,N-dimethyl-3-aminopropane C(CCCCCCC\C=C/C\C=C/CCCCC)OC(C(CN(C)C)OCCCCCCCC\C=C/C\C=C/CCCCC)=O